[(3S)-3-(tert-butoxycarbonylamino)-4-[4-[tert-butoxycarbonyl(2-furylmethyl)amino]-2-chloro-7-methyl-thieno[3,2-d]pyrimidin-6-yl]butyl] methanesulfonate CS(=O)(=O)OCC[C@@H](CC1=C(C=2N=C(N=C(C2S1)N(CC=1OC=CC1)C(=O)OC(C)(C)C)Cl)C)NC(=O)OC(C)(C)C